CP(=O)(C)C1=CC=C(C(=N1)OC)N(C(OC(C)(C)C)=O)CC#C tert-butyl (6-(dimethylphosphoryl)-2-methoxypyridin-3-yl)(prop-2-yn-1-yl)carbamate